(8-amino-2-(amino(2,6-difluorophenyl)methyl)-5-(1-methyl-6-oxo-1,6-dihydropyridazin-3-yl)-[1,2,4]triazolo[1,5-a]pyrazin-6-yl)benzonitrile NC=1C=2N(C(=C(N1)C1=C(C#N)C=CC=C1)C1=NN(C(C=C1)=O)C)N=C(N2)C(C2=C(C=CC=C2F)F)N